C(C=C)C(C(C)=O)C(C)=O 3-allylpentane-2,4-dione